2,5-dibromobicyclo[4.2.0]Oct-1,3,5-triene BrC1=C2CCC2=C(C=C1)Br